C1(CC1)C(=O)N1C2CN(CC1CC2)C2=C1C(=NC=C2)NC(=N1)C=1C=NN(C1)C cyclopropyl(3-(2-(1-methyl-1H-pyrazol-4-yl)-3H-imidazo[4,5-b]pyridin-7-yl)-3,8-diazabicyclo[3.2.1]octan-8-yl)methanone